FC(C(=O)N[C@@H](C)C1=CC=C(C=C1)C(CCCC=C)O)(F)F 2,2,2-trifluoro-N-((1S)-1-(4-(1-hydroxyhex-5-en-1-yl)phenyl)ethyl)acetamide